Cl.C1(CC1)C[C@](C)(N)C1=NOC(=N1)C (S)-1-cyclopropyl-2-(5-methyl-1,2,4-oxadiazol-3-yl)propan-2-amine hydrochloride